N-(2-(dimethylamino)-4-(trifluoromethyl)phenyl)-2-(4-((1-(2-(2,6-dioxopiperidin-3-yl)-1,3-dioxoisoindolin-5-yl)azetidin-3-yl)ethynyl)-1H-pyrazol-1-yl)-2-methylpropanamide CN(C1=C(C=CC(=C1)C(F)(F)F)NC(C(C)(C)N1N=CC(=C1)C#CC1CN(C1)C=1C=C2C(N(C(C2=CC1)=O)C1C(NC(CC1)=O)=O)=O)=O)C